3-(1,4-dimethyl-1H-benzo[d][1,2,3]triazol-5-yl)-3-(3-(((R)-2-ethyl-2,3-dihydro-[1,4]oxazepino[7,6-g]quinolin-4(5H)-yl)methyl)-4-methoxyphenyl)-2,2-dimethylpropionic acid CN1N=NC2=C1C=CC(=C2C)C(C(C(=O)O)(C)C)C2=CC(=C(C=C2)OC)CN2C[C@H](OC1=CC=3C=CC=NC3C=C1C2)CC